C1(=CC=C(C=C1)C(C)=O)C 1-(p-tolyl)ethanone